ClC1=C2C(=NC=N1)N(N=C2I)C2CN(CCC2)C(=O)OC(C)(C)C tert-butyl 3-(4-chloro-3-iodo-1H-pyrazolo[3,4-d]pyrimidin-1-yl)piperidine-1-carboxylate